CN1N=CC(=C1C)[C@H]1CN([C@H](C2=CC=CC=C12)C)C(=O)OCCCCC |r| pentyl rac-(1S,4S)-4-(1,5-dimethylpyrazol-4-yl)-1-methyl-3,4-dihydro-1H-isoquinoline-2-carboxylate